1,6-dimethyl-3-((8-(piperidin-1-yl)pyrido[3,4-d]pyrimidin-2-yl)amino)-5,6,7,8-tetrahydro-1,6-naphthyridin-2(1H)-one CN1C(C(=CC=2CN(CCC12)C)NC=1N=CC2=C(N1)C(=NC=C2)N2CCCCC2)=O